ClC=1C=C2C(=NC(=NC2=C(C1C1=CC(=CC2=CC=CC=C12)O)F)OCCCN1CCOCC1)N1C[C@H]2CC[C@@H](C1)N2C(=O)OC(C)(C)C tert-Butyl (1R,5S)-3-((R or S)-6-chloro-8-fluoro-7-(3-hydroxynaphthalen-1-yl)-2-(3-morpholinopropoxy) quinazolin-4-yl)-3,8-diazabicyclo[3.2.1]octane-8-carboxylate